FS(=O)(=O)N perfluorosulfonamide